FC1=C2C=CNC2=CC(=C1OC=1C=CC(=C(C1)N1N=C(C=C1)[C@@]1(COC2=C1C=CC=C2CC(=O)O)C)F)F (R)-2-(3-(1-(5-((4,6-difluoro-1H-indol-5-yl)oxy)-2-fluorophenyl)-1H-pyrazol-3-yl)-3-methyl-2,3-dihydrobenzofuran-7-yl)acetic acid